bipyridyl-6,6'-dicarboxylic acid N1=C(C=CC=C1C(=O)O)C1=NC(=CC=C1)C(=O)O